6-[(1R)-2-benzyloxy-1-methyl-ethoxyl-3-pyridyl]-2-[(2S,5R)-2,5-dimethylpyrrolidin-1-yl]pyridine-3-carboxamide C(C1=CC=CC=C1)OC[C@H](OC1=NC=CC=C1C1=CC=C(C(=N1)N1[C@H](CC[C@H]1C)C)C(=O)N)C